3-[5-bromo-2-(8-chloro-4-oxo-chromen-2-yl)-4-(trifluoromethoxy)phenoxy]propanoic acid BrC=1C(=CC(=C(OCCC(=O)O)C1)C=1OC2=C(C=CC=C2C(C1)=O)Cl)OC(F)(F)F